[Pb].C([C@H](O)[C@@H](O)[C@H](O)CO)O xylitol lead